3-benzyl 2-tert-butyl (1S,3S,4R)-5-(2H2)methylidene-2-azabicyclo[2.2.2]octane-2,3-dicarboxylate C(=C1[C@@H]2[C@H](N([C@H](C1)CC2)C(=O)OC(C)(C)C)C(=O)OCC2=CC=CC=C2)([2H])[2H]